F[C@]1(CN(CC[C@H]1O)C1=NC=CC(=N1)NC=1N=CC2=C(C=CC(=C2C1)C(C)C)NC)C (3S,4R)-3-fluoro-1-(4-((5-isopropyl-8-(methylamino)isoquinolin-3-yl)amino)pyrimidin-2-yl)-3-methylpiperidin-4-ol